C(#N)C=1C=2CCCC2C(=C2CCCC12)NC(=O)N=[S@@](=O)(N)C=1C=NC=C(C1)C(C)(C)O |o1:18| (S) or (R)-N'-((8-cyano-1,2,3,5,6,7-hexahydro-s-indacen-4-yl)carbamoyl)-5-(2-hydroxypropan-2-yl)pyridine-3-sulfonimidamide